Benzyl (1R,4S)-1-(hydroxymethyl)-2-azabicyclo[2.2.1]heptane-2-carboxylate OC[C@@]12N(C[C@@H](CC1)C2)C(=O)OCC2=CC=CC=C2